3-{[(3-{2-cyano-1-[4-(7H-pyrrolo[2,3-d]pyrimidin-4-yl)-1H-pyrazol-1-yl]ethyl}-phenyl)sulfonyl]methyl}-benzonitrile C(#N)CC(N1N=CC(=C1)C=1C2=C(N=CN1)NC=C2)C=2C=C(C=CC2)S(=O)(=O)CC=2C=C(C#N)C=CC2